NC1=NNC=2C1=NC(=CC2)C2=C(C=C(C=C2)S(=O)(=O)N2C[C@H](CC2)O)Cl (S)-1-((4-(3-amino-1H-pyrazolo[4,3-b]pyridin-5-yl)-3-chlorophenyl)sulfonyl)pyrrolidin-3-ol